(2E,2'E)-2,2'-(propane-1,2-diylidene)bis(N-methylhydrazine-1-carbothioamide) C(\C(\C)=N\NC(NC)=S)=N/NC(NC)=S